(S)-N-((S)-1-cyclohexyl-2-(4-(5-fluoro-1-(2-methoxyethyl)-1H-indole-2-carbonyl)piperazin-1-yl)-2-oxoethyl)-2-(meth-ylamino)propanamide C1(CCCCC1)[C@@H](C(=O)N1CCN(CC1)C(=O)C=1N(C2=CC=C(C=C2C1)F)CCOC)NC([C@H](C)NC)=O